N[C@H]1CN(CCC1)C(=O)OC(C)(C)C tert-butyl (3R,5R)-3-aminopiperidine-1-carboxylate